C1(CC1)C=1N=CC(=NC1)CNC(=O)C1=C(C2=C(CCC3=CN(N=C23)C[C@@H]2OCCOC2)O1)C(F)(F)F N-[(5-cyclopropylpyrazin-2-yl)methyl]-2-{[(2S)-1,4-dioxan-2-yl]methyl}-8-(trifluoromethyl)-4,5-dihydro-2H-furo[2,3-g]indazole-7-carboxamide